2-phenyl-1,2-benzoselenazol-3-one C1(=CC=CC=C1)N1[Se]C2=C(C1=O)C=CC=C2